ClC(CCCl)OP(=O)(OC(CCCl)Cl)OC(CCCl)Cl.C(CCC)C(CCCCOC(CCCCCCCC(CCCCCCCCCCCC)N=C=S)=O)CCCC.ClC1=C(C=CC=C1)C(C(=O)NC1=CC(=C(C=C1)N1N=C(N=C1)C(F)(F)F)S(N)(=O)=O)(F)F 2-(2-Chlorophenyl)-2,2-difluoro-N-{3-sulfamoyl-4-[3-(trifluoromethyl)-1H-1,2,4-triazol-1-yl]phenyl}acetamide 5-butylnonyl-9-isothiocyanatohenicosanoate tri(1,3-dichloropropyl)phosphate